2-[3-[4-[3-[3-amino-6-(2-hydroxyphenyl)pyridazin-4-yl]-3,8-diazabicyclo[3.2.1]octan-8-yl]-2-pyridyl]prop-2-ynyl-methyl-amino]-1-morpholino-ethanone NC=1N=NC(=CC1N1CC2CCC(C1)N2C2=CC(=NC=C2)C#CCN(CC(=O)N2CCOCC2)C)C2=C(C=CC=C2)O